C(O)(O)=O.C(CCC)N1CC=CC=C1 N-butyl-pyridine carbonate